(S)-N-(3-(6-acrylamidopyridin-2-yl)prop-2-yn-1-yl)-1-(3-cyano-6-methyl-4-(trifluoromethyl)pyridin-2-yl)-N-(m-tolyl)pyrrolidine-2-carboxamide C(C=C)(=O)NC1=CC=CC(=N1)C#CCN(C(=O)[C@H]1N(CCC1)C1=NC(=CC(=C1C#N)C(F)(F)F)C)C=1C=C(C=CC1)C